C(C\C=C\CC)=O (E)-3-Hexenal